C(OCCCC)(OCCCC)=O n-butyl (n-butyl) carbonate